[5-chloro-1-methyl-6-(2H-1,2,3-triazol-2-yl)-1H-pyrrolo[2,3-b]pyridin-3-yl][1-(8-fluoroisoquinolin-4-yl)-5-(trifluoromethyl)-1H-pyrazol-4-yl]methanone sulfate S(=O)(=O)(O)O.ClC=1C=C2C(=NC1N1N=CC=N1)N(C=C2C(=O)C=2C=NN(C2C(F)(F)F)C2=CN=CC1=C(C=CC=C21)F)C